1-nitro-4-(tert-amyl)benzene [N+](=O)([O-])C1=CC=C(C=C1)C(C)(C)CC